n-Dotetracontane CCCCCCCCCCCCCCCCCCCCCCCCCCCCCCCCCCCCCCCCCC